COC1=C(C(=CC=C1)OC)S(=O)(=O)NC1=NOC2=NC(=CC(=C21)OC)NC 2,6-dimethoxy-N-(4-methoxy-6-(methylamino)isoxazolo[5,4-b]pyridin-3-yl)benzenesulfonamide